C(C)(SCCCCCCCCCCCC)=O S-dodecyl ethanethioate